3-[4-oxo-7-(piperazin-1-yl)-4H-pyrido[1,2-a]pyrimidin-2-yl]benzonitrile O=C1C=C(N=C2N1C=C(C=C2)N2CCNCC2)C=2C=C(C#N)C=CC2